CC=1C(=C(C(=C(C1)S(=O)(=O)O)C=CC)C=CC)C dimethyl-dipropenyl-benzenesulfonic acid